1,5-Dimethyl-N-(2,2',3''-trichloro-4''-((3-fluoroazetidin-1-yl)methyl)-[1,1':3',1''-terphenyl]-3-yl)-4,5,6,7-tetrahydro-1H-imidazo[4,5-c]pyridine-2-carboxamide CN1C(=NC=2CN(CCC21)C)C(=O)NC=2C(=C(C=CC2)C2=C(C(=CC=C2)C2=CC(=C(C=C2)CN2CC(C2)F)Cl)Cl)Cl